ClC1=C(C=C(C=C1CO)Cl)S(=O)(=O)NC1=C(C(=C(C=C1)F)C#CC=1C=NC(=NC1)N[C@H](CO)C)F 2,5-dichloro-N-(2,4-difluoro-3-((2-(((2S)-1-hydroxypropan-2-yl)amino)pyrimidin-5-yl)ethynyl)phenyl)-3-(hydroxymethyl)benzenesulfonamide